1,1'-(2,3-Dioctyloxy-5-ethyl-1,6-phenylen)-bis(N,N-dimethylmethanamin) C(CCCCCCC)OC1=C(C(=C(C=C1OCCCCCCCC)CC)CN(C)C)CN(C)C